9-bromononyloctanoate BrCCCCCCCCCOC(CCCCCCC)=O